C(C(=O)O)(=O)O.C(C)(C)(C)OC(N[C@H]1[C@H](CC[C@@H](C1)C(N(C)C)=O)N)=O ((1R,2S,5S)-2-amino-5-(dimethylcarbamoyl)cyclohexyl)carbamic acid tert-butyl ester oxalate